N-(pyridin-4-yl)acrylamide N1=CC=C(C=C1)NC(C=C)=O